OC1=C(C=C(C=C1OC1=CC=C(C=C1)CC=C)CC=C)[O-] 2-hydroxy-5-(prop-2-enyl)-3-[4-(prop-2-enyl)phenoxy]phenolate